tert-butyl (3r,4r)-4-(((7-((tert-butoxycarbonyl) (2-fluoro-4-(pyridin-2-yl) benzyl) amino)-3-chloropyrazolo[1,5-a]pyrimidin-5-yl) amino) methyl)-3-hydroxypiperidine-1-carboxylate C(C)(C)(C)OC(=O)N(C1=CC(=NC=2N1N=CC2Cl)NC[C@@H]2[C@H](CN(CC2)C(=O)OC(C)(C)C)O)CC2=C(C=C(C=C2)C2=NC=CC=C2)F